Alpha-ethyl-cyclohexyl-alanine methyl-O-benzyl-N-(tert-butoxycarbonyl)-D-threoninate CN([C@H]([C@@H](OCC1=CC=CC=C1)C)C(=O)O)C(=O)OC(C)(C)C.C(C)[C@](NC1CCCCC1)(C)C(=O)O